C(#N)N1C[C@@H](CC1)C(=O)NC=1SC2=C(N1)C=CC(=C2)C2CC2 (R)-1-cyano-N-(6-cyclopropylbenzo[d]thiazol-2-yl)pyrrolidine-3-carboxamide